2-(2-(methylamino)pyrimidin-4-yl)-1,5,6,7-tetrahydro-4H-pyrrolo[3,2-c]pyridine-4-one CNC1=NC=CC(=N1)C1=CC=2C(NCCC2N1)=O